CSCC[C@@H]1NC(N(C1=O)C1CC2(CC(C2)OC2=NC=CC=C2C(=O)N)C1)=O 2-{[(αR)-6-[(4S)-4-[2-(methyl-sulfanyl)ethyl]-2,5-dioxoimidazolidin-1-yl]spiro-[3.3]heptan-2-yl]-oxy}pyridine-3-carboxamide